CNC=1N=CC(=C2C=C(N=CC12)NC1=NC=CC(=C1)C(C)(C)O)C1=NN2C(C=CC(=C2)N2CCOCC2)=N1 2-[2-[[8-(methylamino)-5-(6-morpholino-[1,2,4]triazolo[1,5-a]pyridin-2-yl)-2,7-naphthyridin-3-yl]amino]-4-pyridyl]propan-2-ol